[O-]S(=O)(=O)C(F)(F)F.C1(CCCCC1)P(C1CCCCC1)C1CCCCC1.[Pd+2].[O-]S(=O)(=O)C(F)(F)F palladium (tricyclohexylphosphine) triflate salt